N[C@@H]1C2=CC=CC=C2CC12CCN(CC2)C=2NC(C1=C(N2)NN=C1C1(CC1)C1=C(C(=CC=C1)Cl)Cl)=O (S)-6-(1-amino-1,3-dihydrospiro[indene-2,4'-piperidin]-1'-yl)-3-(1-(2,3-dichlorophenyl)cyclopropyl)-1,5-dihydro-4H-pyrazolo[3,4-d]pyrimidin-4-one